CC1=C(C=2C(=NCC=3N(C2S1)C(=NN3)C)C3=CC=C(C=C3)C3=CC=C(S3)CNC(OC(C)(C)C)=O)C tert-butyl ((5-(4-(2,3,9-trimethyl-6H-thieno[3,2-f][1,2,4]triazolo[4,3-a][1,4]diazepin-4-yl)phenyl)thiophen-2-yl)methyl)carbamate